2-((tert-butoxycarbonyl)amino)-8-methylnon-7-enoic acid C(C)(C)(C)OC(=O)NC(C(=O)O)CCCCC=C(C)C